NC1CCC(CC1)N1CC=CC2=CC=CC=C12 N-((1r,4r)-4-aminocyclohexyl)quinoline